COC([C@H](CC=1N=CNC1)NC(C[C@@H]1N(C(CC1)=O)CC1=CC=C(C=C1)C)=O)=O.[N+](=O)([O-])C=1C(=NNC1C)C 4-nitro-3,5-dimethyl-Pyrazole methyl-(2S)-3-(1H-imidazol-4-yl)-2-[[2-[(2R)-1-[(4-Methylphenyl)methyl]-5-oxopyrrolidin-2-yl]acetyl]amino]propionat